FC=1C(=NC=C(C1C1=C(C=NC(=C1)C)C(=O)NC=1SC(=NN1)OCC1COCC1)OC)C 3'-fluoro-5'-methoxy-2',6-dimethyl-N-(5-((tetrahydrofuran-3-yl)methoxy)-1,3,4-thiadiazol-2-yl)-(4,4'-bipyridine)-3-carboxamide